BrC=1C=CC(=C(C(=O)N2CC(CC(C2)(F)F)C(=O)NC2=CC(=C(C=C2)Cl)Cl)C1)F 1-(5-bromo-2-fluorobenzoyl)-N-(3,4-dichlorophenyl)-5,5-difluoropiperidine-3-carboxamide